1,5-anhydro-2,3-dideoxy-3-(6-(fluoro(3-fluoro-4-(methylcarbamoyl)phenyl)methyl)-7,8-dimethyl-4-oxoquinazolin-3(4H)-yl)-L-threo-pentitol FC(C=1C=C2C(N(C=NC2=C(C1C)C)[C@H]1CCOC[C@@H]1O)=O)C1=CC(=C(C=C1)C(NC)=O)F